C1(=CC=CC=C1)CCC(SCCCCCCC(NC=1SC=C(N1)C1=CC=C(C=C1)OC1=CC=CC=C1)=O)=O S-(7-oxo-7-((4-(4-phenoxyphenyl) thiazol-2-yl)amino)heptyl) 3-phenylpropane-thioate